1-(hydroxymethyl)imidazolidinone Ethyl-6-methyl-5-(2-((7-(5-methyl-1,2,4-oxadiazol-3-yl)isoquinolin-1-yl)amino)ethyl)-4,5,6,7-tetrahydropyrazolo[1,5-a]pyrazine-2-carboxylate C(C)OC(=O)C1=NN2C(CN(C(C2)C)CCNC2=NC=CC3=CC=C(C=C23)C2=NOC(=N2)C)=C1.OCN1C(NCC1)=O